FC1=C(N=CC2=C1N=C(N=C2N2CC1(C2)CNCC1)OC[C@H]1N(CCC1)C)C1=CC(=CC2=CC=CC=C12)O (S)-4-(8-fluoro-2-((1-methylpyrrolidin-2-yl)methoxy)-4-(2,6-diazaspiro[3.4]octan-2-yl)pyrido[4,3-d]pyrimidin-7-yl)naphthalen-2-ol